BrC=1C=NC=C(C1C=CC(C)(S(=O)N)C)F (3-bromo-5-fluoropyridin-4-ylmethylene)-2-methylpropan-2-sulfinamide